C(=C)C=1C(=C(C=CC1)O)CC(C)C vinyl-isobutylphenol